2-(2,6-dioxopiperidin-3-yl)-5-fluoro-4-((3-fluoro-4-(piperidin-1-ylmethyl)benzyl)thio)isoindoline-1,3-dione O=C1NC(CCC1N1C(C2=CC=C(C(=C2C1=O)SCC1=CC(=C(C=C1)CN1CCCCC1)F)F)=O)=O